bis(3,4-epoxy-cyclohexyl) adipate C(CCCCC(=O)OC1CC2C(CC1)O2)(=O)OC2CC1C(CC2)O1